ClC=1C=C(CNC(C(=O)O)=O)C=CC1OC 2-((3-chloro-4-methoxybenzyl)amino)-2-oxoacetic acid